C(C=C)NO N-allyl-hydroxylamine